CC(CC(=O)O)CCCCCCCCC(=O)O 3-methyldodecanedioic acid